7-amino-6-bromo-1-methyl-3,4-dihydroquinolin-2(1H)-one NC1=C(C=C2CCC(N(C2=C1)C)=O)Br